7-(3-(methoxymethyloxy) naphthalen-1-yl)-2-(methylthio)-5,6,7,8-tetrahydroquinazolin-4-yl trifluoromethanesulfonate FC(S(=O)(=O)OC1=NC(=NC=2CC(CCC12)C1=CC(=CC2=CC=CC=C12)OCOC)SC)(F)F